N1(CCNCC1)C=1C=CC(=NC1)NC=1C=CC=C2CNC(C12)=O 7-((5-(piperazin-1-yl)pyridin-2-yl)amino)isoindolin-1-one